5-(4-amino-2-methylphenoxy)-N,N-dimethylpyridine-2-amine NC1=CC(=C(OC=2C=CC(=NC2)N(C)C)C=C1)C